tert-butyl (R)-4-(5-cyclopropyl-7-tosyl-7H-pyrrolo[2,3-d]pyrimidin-4-yl)-2-methylpiperazine-1-carboxylate C1(CC1)C1=CN(C=2N=CN=C(C21)N2C[C@H](N(CC2)C(=O)OC(C)(C)C)C)S(=O)(=O)C2=CC=C(C)C=C2